(R)-3,3,3-trifluoro-1-[(3S)-3-(4-fluorophenyl)-1,2-oxazolidin-2-yl]-2-methylpropan-1-one FC([C@@H](C(=O)N1OCC[C@H]1C1=CC=C(C=C1)F)C)(F)F